N1(CCNCC1)C1=NC=C(C=N1)CNC([O-])=O ((2-piperazin-1-ylpyrimidin-5-yl)methyl)carbamate